2-imidazolin N1C=NCC1